ClC=1C=C(C=C2C=CC(NC12)=O)C(C(C)Cl)=O 8-chloro-6-(2-chloropropanoyl)quinolin-2(1H)-one